N-cyclohexyl-2-aminoethane-1-sulfonic acid C1(CCCCC1)NCCS(=O)(=O)O